4-oximino-2-hexenoate N(O)=C(C=CC(=O)[O-])CC